C(C)[C@H]1N(C[C@@H](N(C1)C=1C2=C(N(C(N1)=O)C)C=CC(=N2)C#N)C)C(C2=NC(=CC=C2)C(F)(F)F)C2=CC=C(C=C2)F 4-((2S,5R)-5-ethyl-4-((4-fluorophenyl)(6-(trifluoromethyl)pyridin-2-yl)methyl)-2-methylpiperazin-1-yl)-1-methyl-2-oxo-1,2-dihydropyrido[3,2-d]pyrimidine-6-carbonitrile